1-(2-cyclopentylethynyl)benzene C1(CCCC1)C#CC1=CC=CC=C1